2,3-dichloro-6-bromopyridine ClC1=NC(=CC=C1Cl)Br